ClC1=NN(C(C(=C1)C(F)(F)F)=O)[C@H](C(=O)N[C@@H](CC(=O)OCC)C=1C=C(C=C(C1F)C1CC1)C1=C(C=C(C=C1C)F)CCCCC=C)CC=C Ethyl (S)-3-((S)-2-(3-Chloro-6-oxo-5-(trifluoromethyl)pyridazin-1(6H)-yl)pent-4-enamido)-3-(5-cyclopropyl-4,4'-difluoro-2'-(hex-5-en-1-yl)-6'-methyl-[1,1'-biphenyl]-3-yl)propanoate